distyrylphenyl ether sulfate sodium [Na+].S(=O)(=O)([O-])[O-].C(=CC1=CC=CC=C1)C=1C(=C(C=CC1)OC1=C(C(=CC=C1)C=CC1=CC=CC=C1)C=CC1=CC=CC=C1)C=CC1=CC=CC=C1.[Na+]